3-Ethyl-7-hydroxymethyl-1,5-naphthyridine C(C)C=1C=NC2=CC(=CN=C2C1)CO